C(C)(C)C1CCC(CC1)N(C(C1=CC(C(=O)N)=CC(=C1)NC(=O)C1CCC(CC1)C(C)(C)CC)=O)C1CCC(CC1)C(C)C N,N-bis(4-isopropylcyclohexyl)-5-(4-t-pentylcyclohexylcarbonylamino)-isophthalamide